6-Chloro-3-[(1R)-1-[3,6-dimethyl-2-(2-methylindazol-5-yl)-4-oxo-chromen-8-yl]ethoxy]pyridine-2-carbonitrile ClC1=CC=C(C(=N1)C#N)O[C@H](C)C=1C=C(C=C2C(C(=C(OC12)C1=CC2=CN(N=C2C=C1)C)C)=O)C